3,6-dibromo-9H-xanthene-9-one BrC=1C=CC=2C(C3=CC=C(C=C3OC2C1)Br)=O